Octane-6-one CCCCCC(CC)=O